C1OCC12CC(C2)NC(CCCCCCC(=O)OC(CCCCCCCC)CCCCCCCC)CCCCCCC(=O)OCCCCCCCCC 1-(heptadecan-9-yl) 15-nonyl 8-((2-oxaspiro[3.3]heptan-6-yl)amino)pentadecanedioate